Cl.C(C)OC([C@H](CCCl)N)=O (2S)-2-amino-4-chlorobutyric acid ethyl ester hydrochloride